1-((5-bromo-1,3,4-thiadiazol-2-yl)methyl)-4-((trans)-3-phenylcyclobutyl)-1,4-dihydropyrazine-2,3-dione BrC1=NN=C(S1)CN1C(C(N(C=C1)[C@@H]1C[C@H](C1)C1=CC=CC=C1)=O)=O